argon (R)-1-N-Boc-3-hydroxypyrrolidine C(=O)(OC(C)(C)C)N1C[C@@H](CC1)O.[Ar]